O1COC2=C1C=CC(=C2)C2C=CC2(Br)Br 3-(benzo[d][1,3]dioxol-5-yl)-4,4-dibromocyclobutene